rac-N-[(3S,4R)-7-methyl-4-({[(1s,4S)-4-(3-methylphenyl)cyclohexyl]oxy}methyl)-6-oxo-1,3,4,6-tetrahydro-2H-quinolizin-3-yl]cyclopropanesulfonamide CC=1C(N2[C@H]([C@H](CCC2=CC1)NS(=O)(=O)C1CC1)COC1CCC(CC1)C1=CC(=CC=C1)C)=O |r|